4-nitrobenzyl (R)-4-((2R,3R)-3-((R)-1-(tert-butoxycarbonylamino) ethyl)-4-oxoazetidin-2-yl)-2-diazo-3-oxopentanoate C(C)(C)(C)OC(=O)N[C@H](C)[C@@H]1[C@H](NC1=O)[C@H](C(C(C(=O)OCC1=CC=C(C=C1)[N+](=O)[O-])=[N+]=[N-])=O)C